(Z)-2-(5-chloro-1H-indol-3-yl)-3-(4-chloropyridin-3-yl)-acrylonitrile ClC=1C=C2C(=CNC2=CC1)/C(/C#N)=C/C=1C=NC=CC1Cl